benzo(A)pyrene C1=CC=C2C=CC=3C=C4C(=C5C=CC1=C2C53)C=CC=C4